OCC[C@@H]1[C@H]2CC[C@@H](CN1)N2C(=O)OC(C)(C)C tert-butyl (1R,2R,5S)-2-(2-hydroxyethyl)-3,8-diazabicyclo[3.2.1]octane-8-carboxylate